6-((6-chloro-1-(1-ethyl-1H-pyrazol-4-yl)-7-fluoro-2-methoxy-1H-indol-3-yl)thio)picolinic acid ClC1=CC=C2C(=C(N(C2=C1F)C=1C=NN(C1)CC)OC)SC1=CC=CC(=N1)C(=O)O